BrC=1C(=NC(=NC1)NC1=C(C=C(C(=C1)Cl)N1CCC2(CC1)CCN(CC2)C)OC)NC=2C=CC=C1CCN(C21)S(=O)(=O)C 5-bromo-N2-(5-chloro-2-methoxy-4-(9-methyl-3,9-diazaspiro[5.5]undecan-3-yl)phenyl)-N4-(1-(methylsulfonyl)indolin-7-yl)pyrimidine-2,4-diamine